Anthrapyrimidon C1(NC=NC2=C1C1=CC3=CC=CC=C3C=C1C=C2)=O